7-bromo-4-methylbenzo[d]oxazole-2-thiol BrC1=CC=C(C=2N=C(OC21)S)C